3-(3-(tribromomethyl)phenyl)-1,5-dimethyl-pyrazol-4-ol BrC(C=1C=C(C=CC1)C1=NN(C(=C1O)C)C)(Br)Br